ClC1=NN(C=C1S(=O)(=O)NC=1C=CC(=C2C(=CNC12)C#N)C)C(CO)(C)C 3-chloro-N-(3-cyano-4-methyl-1H-indol-7-yl)-1-(2-hydroxy-1,1-dimethylethyl)pyrazole-4-sulfonamide